(R)-2-amino-N-(4,5-dihydro-2H-benzo[e]indazol-7-yl)-4-phenylbutyramide N[C@@H](C(=O)NC1=CC2=C(C3=CNN=C3CC2)C=C1)CCC1=CC=CC=C1